CC1=CC(=CC(O1)=O)OC1=CC=CC=C1 6-methyl-4-phenoxy-pyran-2-one